ethyl-(S)-(2-cyclopropylidenetetrahydro-1H-pyrrolizin-7a(5H)-yl)methanol C(C)[C@H](O)C12CCCN2CC(C1)=C1CC1